[Si](C1=CC=CC=C1)(C1=CC=CC=C1)(C(C)(C)C)OCC[C@@H]1[C@H](C1)CN ((1S,2R)-2-(2-((tert-butyldiphenylsilyl)oxy)ethyl)cyclopropyl)methanamine